C(C)(C)C1=C(C=CC=C1)C(=O)C(O)C1=CC=CC=C1 isopropyl-Benzoin